6-amino-1,2-dihydro-1-hydroxy-2-imino-4-phenoxypyrimidine NC1=CC(=NC(N1O)=N)OC1=CC=CC=C1